13-Chloro-20,21-difluoro-14-hydroxy-16,16-dioxo-9-oxa-16λ6-thia-17-azatetracyclo[16.3.1.111,15.02,7]tricosa-1(21),2,4,6,11(23),12,14,18(22),19-nonaen-10-one ClC1=CC=2C(OCC3=CC=CC=C3C3=C(C(=CC(NS(C(=C1O)C2)(=O)=O)=C3)F)F)=O